FC(OC=1C(=CC2=C(NCCO2)C1)C1=C(C=NN1COCC[Si](C)(C)C)NC(=O)C=1C=NN2C1N=CC=C2)F N-[5-[6-(difluoromethoxy)-3,4-dihydro-2H-1,4-benzoxazin-7-yl]-1-[[2-(trimethylsilyl)ethoxy]methyl]-1H-pyrazol-4-yl]pyrazolo[1,5-a]pyrimidine-3-carboxamide